NC1=NC=NN2C1=C(C(=N2)C2=CC=C(C=C2)NC(C(=C)F)=O)C2=CC(=C(C(=O)NCC(F)(F)F)C=C2)OC 4-(4-amino-6-(4-(2-fluoroacrylamido)phenyl)pyrazolo[5,1-f][1,2,4]triazin-5-yl)-2-methoxy-N-(2,2,2-trifluoroethyl)benzamide